NCCCN(CCCN)C N,N-bis(3-amino-propyl)methylamine